CC1=C(C=CC=C1)OC1=CC=CC=C1 (methylphenyl)-phenyl ether